CONC(=O)C1=CC(=CC=2N1N=CC2)C N-methoxy-5-methylpyrazolo[1,5-a]pyridine-7-carboxamide